CN1CCN(CC1)C1=CC=C(C(=O)N)C=C1 4-(4-methylpiperazin-1-yl)benzamide